didecyl-hydroxyethyl-methyl-ammonium propionate C(CC)(=O)[O-].C(CCCCCCCCC)[N+](C)(CCO)CCCCCCCCCC